ethyl (10-cyclopropyl-6-hydroxy-[1,2,4]triazolo[5,1-a]isoquinoline-5-carbonyl)glycinate C1(CC1)C=1C=CC=C2C(=C(N3C(C12)=NC=N3)C(=O)NCC(=O)OCC)O